COC(=O)C=1[C@@H](C2=C(NC1CF)COC2=O)C2=C(C=CC=C2)C2CC2 |r| Racemic-methyl-4-(2-cyclopropylphenyl)-2-(fluoromethyl)-5-oxo-1,4,5,7-tetrahydrofuro[3,4-b]pyridine-3-carboxylate